CC1(CC(=CC=C1)C)B(O)O 1,3-dimethylphenylboronic acid